2-((4-cyano-2-methylphenyl)amino)-N-(4-phenylpyridin-3-yl)pyrimidine-4-carboxamide C(#N)C1=CC(=C(C=C1)NC1=NC=CC(=N1)C(=O)NC=1C=NC=CC1C1=CC=CC=C1)C